C(#N)C1=C(C=C(C=C1)NC([C@@](COC1=CC(=C(C=C1)C#N)F)(C)O)=O)C(F)(F)F (S)-N-(4-cyano-3-(trifluoromethyl)phenyl)-3-(4-cyano-3-fluorophenoxy)-2-hydroxy-2-methylpropanamide